O[C@H](C(C)=O)CCCCC (S)-3-hydroxyoctan-2-one